FC=1C(=C(C(=O)O)C=C(C1)NC(=O)C1(CC1)C1=C(C=C(C=C1)C(F)(F)F)F)C=1C=NN(C1)C 3-Fluoro-5-[({1-[2-fluoro-4-(trifluoromethyl)phenyl]cyclopropyl}carbonyl)amino]-2-(1-methyl-1H-pyrazol-4-yl)benzoic acid